O1C=2C(OCC1)=C(SC2)C=2N=NN(C2)C2C(NC(CC2)=O)=O 3-[4-(2,3-dihydrothieno[3,4-b][1,4]dioxin-5-yl)-1H-1,2,3-triazol-1-yl]piperidine-2,6-dione